methyl (2R,4S,5R,6R)-6-((1S,2R)-3-(2-([1,1'-biphenyl]-4-yl)acetamido)-2-acetoxy-1-fluoropropyl)-4-acetoxy-5-(2-acetoxyacetamido)-2-(p-tolylthio)tetrahydro-2H-pyran-2-carboxylate C1(=CC=C(C=C1)CC(=O)NC[C@H]([C@H](F)[C@H]1[C@@H]([C@H](C[C@](O1)(C(=O)OC)SC1=CC=C(C=C1)C)OC(C)=O)NC(COC(C)=O)=O)OC(C)=O)C1=CC=CC=C1